NC1=C2C(=NC=N1)N(N=C2C2=CC=C(C1=C2OCO1)NC(=O)C1=CC=CC=2CCCCC12)[C@H]1CNCCC1 (R)-N-(7-(4-amino-1-(piperidin-3-yl)-1H-pyrazolo[3,4-d]pyrimidin-3-yl)benzo[d][1,3]dioxol-4-yl)-5,6,7,8-tetrahydronaphthalene-1-carboxamide